FC=1C=CC=C2C(=CN(C12)C(=O)OC(C)(C)C)B1OC(C(O1)(C)C)(C)C tert-butyl 7-fluoro-3-(4,4,5,5-tetramethyl-1,3,2-dioxaborolan-2-yl)indole-1-carboxylate